6-(propyl((1-(pyridin-3-ylsulfonyl)piperidin-4-yl)methyl)amino)-5,6,7,8-tetrahydronaphthalen-1-ol C(CC)N(C1CC=2C=CC=C(C2CC1)O)CC1CCN(CC1)S(=O)(=O)C=1C=NC=CC1